4-(2-hydroxypropane-2-yl)-2-propyl-1H-imidazole-5-carboxylic acid ethyl ester C(C)OC(=O)C1=C(N=C(N1)CCC)C(C)(C)O